4-chlorobenzyl (4-(2-(5-methyl-2,5-diazabicyclo[4.1.0]heptan-2-yl)-2-oxoethyl)phenyl)carbamate CN1CCN(C2CC12)C(CC1=CC=C(C=C1)NC(OCC1=CC=C(C=C1)Cl)=O)=O